N1(CCOCC1)C(=O)C1=CC=C(C=C1)B(O)O 4-(MORPHOLINE-4-CARBONYL)PHENYLBORONIC ACID